FC1=C(C(=C2C=CNC2=C1)CC1C(NC(S1)=O)=O)OC1=CC(=C(C=C1)F)C=1NC=C(N1)C(C)C1=CC=CC=C1 5-((6-Fluoro-5-(4-fluoro-3-(4-(1-phenylethyl)-1H-imidazol-2-yl)phenoxy)-1H-indol-4-yl)methyl)thiazolidine-2,4-dione